10-(4-vinyl-phenyl)-10H-phenoxazine C(=C)C1=CC=C(C=C1)N1C2=CC=CC=C2OC=2C=CC=CC12